C(#C)C=1C(=CC=C2C=C(N=C(C12)C1=C(C=2N=C(N=C(C2C=N1)N1CCCCC1)OC([2H])([2H])[C@]12CCCN2C[C@@H](C1)F)F)N)F 8-ethynyl-7-fluoro-1-[8-fluoro-2-({[(2R,7aS)-2-fluorotetrahydro-1H-pyrrolizin-7a(5H)-yl](2H2)methyl}oxy)-4-(piperidin-1-yl)pyrido[4,3-d]pyrimidin-7-yl]isoquinolin-3-amine